FC1=C(C=C(C(=C1)F)[N+](=O)[O-])[N+](=O)[O-] 2,4-difluoro-1,5-dinitrobenzene